COC(=O)[C@H]1N[C@H](CC1)C1CCCCC1 (2S,5R)-5-Cyclohexylpyrrolidine-2-carboxylic acid methyl ester